3-(((7-(1H-Pyrazol-4-yl)-2,3-dihydrofuro[3,2-c]pyridin-4-yl)amino)methyl)-N-((tetrahydro-2H-pyran-2-yl)methyl)benzamid N1N=CC(=C1)C=1C2=C(C(=NC1)NCC=1C=C(C(=O)NCC3OCCCC3)C=CC1)CCO2